NCC(C(NC1=CC=2C(=CN=CC2)S1)=O)C1=CC=C(C=C1)CC 1-(4-(3-amino-1-oxo-1-(thieno[2,3-c]pyridin-2-ylamino)prop-2-yl)phenyl)ethane